(trans)-3-(4-(Trifluoromethyl)-1H-pyrazol-1-yl)cyclobutan-1-amine FC(C=1C=NN(C1)[C@@H]1C[C@H](C1)N)(F)F